CC=1C=C(C=C2C=NNC12)CCC(=O)N1CCN(CC1)C1CCN(CC1)C (R)-3-(7-methyl-1H-indazol-5-yl)-1-(4-(1-methylpiperidin-4-yl)piperazin-1-yl)-1-oxopropan